N1=CN=CC2=C1CC1(OC2)C2=CC=CC=C2C2=NNC=C21 5',8'-dihydro-2H-spiro[indeno[1,2-c]pyrazole-4,7'-pyrano[4,3-d]pyrimidine]